(1S,2S)-2-(benzyloxy)cyclopentan-1-ol C(C1=CC=CC=C1)O[C@@H]1[C@H](CCC1)O